4-((R)-2-(4-chloro-2-fluorophenyl)-2H-chromen-8-yl)piperidine ClC1=CC(=C(C=C1)[C@@H]1OC2=C(C=CC=C2C=C1)C1CCNCC1)F